(1R,2S)-2-(difluoromethyl)-N-(8-(methylamino)-5-(5-((S)-2-methylmorpholino)benzo[d]oxazol-2-yl)-2,7-naphthyridin-3-yl)cyclopropane-1-carboxamide FC([C@@H]1[C@@H](C1)C(=O)NC=1N=CC2=C(N=CC(=C2C1)C=1OC2=C(N1)C=C(C=C2)N2C[C@@H](OCC2)C)NC)F